(R)-1-(6-(phenylsulfonyl)-1-((S)-1-(4,4,4-trifluorobutyl)pyrrolidin-3-yl)-1,6-dihydroimidazo[4,5-d]pyrrolo[2,3-b]pyridin-2-yl)Ethanol C1(=CC=CC=C1)S(=O)(=O)N1C=CC=2C1=NC=C1C2N(C(=N1)[C@@H](C)O)[C@@H]1CN(CC1)CCCC(F)(F)F